C(CCCCCCCCCCCCC)C(=O)[C@H](O)[C@@H](O)[C@H](O)[C@H](O)CO Myristyl-Glucose